ClC1=C2C=C[C@@]3(CCC=4C(=NC(=NC4C3)OCC34CCCN4C(CC3)C)N3C[C@@H](N(CC3)C(C(=C)F)=O)CC#N)C2=CC=C1 2-((2S)-4-((1S)-4-chloro-2'-((3-methyltetrahydro-1H-pyrrolizin-7a(5H)-yl)methoxy)-5',8'-dihydro-6'H-spiro[indene-1,7'-quinazolin]-4'-yl)-1-(2-fluoroacryloyl)piperazin-2-yl)acetonitrile